CC1(CNCCC1NC(OCC1=CC=CC=C1)=O)C Benzyl (3,3-dimethylpiperidin-4-yl)carbamate